2-(2-(2-((6-cyanopyridin-3-yl)oxy)ethoxy)phenyl)propanoic acid C(#N)C1=CC=C(C=N1)OCCOC1=C(C=CC=C1)C(C(=O)O)C